FC1=C(C(=CC(=C1)OC)F)C1C(C(NC1)=O)NC1=NOC(=C1)C1=CC=C(C=C1)OC(F)(F)F 4-(2,6-difluoro-4-methoxyphenyl)-3-({5-[4-(trifluoromethoxy)phenyl]-1,2-oxazol-3-yl}amino)pyrrolidin-2-one